(1R,2S)-1-amino-2-vinyl-cyclopropanecarboxylic acid N[C@]1([C@@H](C1)C=C)C(=O)O